CN1N=C(C(=C1OC(F)F)CCl)C(F)(F)F 1-Methyl-3-(trifluoromethyl)-4-(chloromethyl)-5-(difluoromethoxy)-1H-pyrazole